1-(2-((3r,5r,7r)-adamantan-1-yl)ethyl)piperazine C12(CC3CC(CC(C1)C3)C2)CCN2CCNCC2